FC=1C=C(C=CC1F)N1[C@@H](CCCC1=O)C1=NC2=C(N1[C@@H]1CC[C@H](CC1)OC)C=CC(=C2)N(C2CCN(CC2)C(=O)OC(C)(C)C)C t-butyl 4-((2-((S)-1-(3,4-difluorophenyl)-6-oxopiperidine-2-yl)-1-((trans)-4-methoxycyclohexyl)-1H-benzo[d]imidazole-5-yl)(methyl)amino)piperidine-1-carboxylate